CC1(OB(OC1(C)C)C=1C=CC(=C(C1)N)C(F)(F)F)C 5-(4,4,5,5-Tetramethyl-[1,3,2]dioxaborolan-2-yl)-2-trifluoromethyl-phenylamine